ClC1=CC(=C(COC=2C=C(C=CC2F)C=2CCN(CC2)CC2=NC3=C(N2C[C@H]2OCC2)C(=C(C=C3)C(=O)O)F)C=C1)F (S)-2-((4-(3-((4-chloro-2-fluorobenzyl)oxy)-4-fluorophenyl)-3,6-dihydropyridin-1(2H)-yl)methyl)-7-fluoro-1-(oxetan-2-ylmethyl)-1H-benzo[d]imidazole-6-carboxylic acid